(R)-8-(5-(3-cyanophenyl)thiazol-2-yl)-9-oxooctahydro-2H-pyrazino[1,2-a]pyrazine-2-carbonitrile C(#N)C=1C=C(C=CC1)C1=CN=C(S1)N1C([C@@H]2N(CCN(C2)C#N)CC1)=O